COC(=O)C12CC(C1)(C2)N2C(N1[C@@H](CN(CC1)C(=O)OCCCC)C2=O)=O butyl (S)-2-(3-(methoxycarbonyl)bicyclo[1.1.1]pentan-1-yl)-1,3-dioxohexahydroimidazo[1,5-a]pyrazine-7(1H)-carboxylate